[N+](=O)([O-])C1=C(C=CC=C1)NCCOCCOCCNC(OC(C)(C)C)=O tert-butyl (2-(2-(2-((2-nitrophenyl)amino)ethoxy)ethoxy)ethyl)carbamate